FC1=C(CNC2=NC(=NC=C2C(=O)N)NC=2C=NN(C2)CCN(C)C)C(=CC=C1)C(F)(F)F 4-((2-fluoro-6-(trifluoromethyl)benzyl)amino)-2-((1-(2-(dimethylamino)ethyl)-1H-pyrazol-4-yl)amino)pyrimidin-5-carboxamide